FC1=C(C#N)C=CC(=C1)OCC1=NC(=CC=C1F)N1C(NCC1)=O fluoro-4-((3-fluoro-6-(2-oxoimidazolidin-1-yl)pyridin-2-yl)methoxy)benzonitrile